ClC=1C(=NC=CC1C=1C(=C(C=CC1)NC(C1=NC=C(C=C1)CNC[C@@H]1NC(CC1)=O)=O)C)C1=CC(=C(C=C1)CNC1CCOCC1)OC (R)-N-(3-(3-chloro-2-(3-methoxy-4-(((tetrahydro-2H-pyran-4-yl)amino)methyl)phenyl)pyridin-4-yl)-2-methylphenyl)-5-((((5-oxopyrrolidin-2-yl)methyl)amino)methyl)picolinamide